2-(6-chloro-2-oxo-4-phenyl-chromen-7-yl)oxy-N-cyclooctyl-acetamide ethyl-2-(5-fluoro-2-oxo-4-phenyl-chromen-7-yl)oxypropanoate C(C)OC(C(C)OC1=CC(=C2C(=CC(OC2=C1)=O)C1=CC=CC=C1)F)=O.ClC=1C=C2C(=CC(OC2=CC1OCC(=O)NC1CCCCCCC1)=O)C1=CC=CC=C1